ethanol digluconate O=C([C@H](O)[C@@H](O)[C@H](O)[C@H](O)CO)O.O=C([C@H](O)[C@@H](O)[C@H](O)[C@H](O)CO)O.C(C)O